tert-Butyl trans-4-[2-[4-(benzo[b]thiophen-7-yl)piperazin-1-yl]ethyl]cyclohexyl-carbamate S1C2=C(C=C1)C=CC=C2N2CCN(CC2)CC[C@@H]2CC[C@H](CC2)NC(OC(C)(C)C)=O